N=1N=CN(C1)[C@@H](CC)C12CC(CC(N1C(=O)NC1=CC(=C(C=C1)Cl)C1=NN(C=N1)C)C2)C cis-1-((S)-1-(4H-1,2,4-triazol-4-yl)propyl)-N-(4-chloro-3-(1-methyl-1H-1,2,4-triazol-3-yl)phenyl)-3-methyl-6-azabicyclo[3.1.1]heptane-6-carboxamide